FC(COS(=O)(=O)C(F)(F)F)(F)F trifluoromethanesulfonic acid (2,2,2-trifluoroethyl) ester